ClC1=C(C(=CC=C1)Cl)[C@@H]1[C@H](OC(O1)(C)C)CO ((4R,5R)-5-(2,6-dichlorophenyl)-2,2-dimethyl-1,3-dioxolan-4-yl)methanol